CN(C1=CC=C(N=N1)/C=C/C=1C=CC(NC1)=O)C1CCNCC1 (E)-5-(2-(6-(methyl(piperidin-4-yl)amino)pyridazin-3-yl)vinyl)pyridin-2(1H)-one